N-(1-(1-(2,4-bis(trifluoromethyl)phenyl)ethyl)-1H-pyrazol-4-yl)-4-methyl-2-(pyridin-2-yl)thiazole-5-carboxamide FC(C1=C(C=CC(=C1)C(F)(F)F)C(C)N1N=CC(=C1)NC(=O)C1=C(N=C(S1)C1=NC=CC=C1)C)(F)F